pyridin-2-yl 1-(2,4-difluorophenyl)-3,4-dihydroisoquinoline-2(1H)-carboxylate FC1=C(C=CC(=C1)F)C1N(CCC2=CC=CC=C12)C(=O)OC1=NC=CC=C1